O[C@@]1(CNCCC1)C1=C(C(=O)N)C=CC(=C1)C ((R)-3-hydroxypiperidin-3-yl)-4-methylbenzamide